1,1',1'',1'''-[disulfanediylbis-(carbonothioylnitrilo)]tetraethane S(SC(=S)N(CC)CC)C(=S)N(CC)CC